1,8-dichloro-3-(1-(5-chloro-3-(6-chloropyridin-3-yl)-4-fluoro-2-isopropoxyphenyl)ethyl)imidazo[1,5-a]pyrazine ClC=1N=C(N2C1C(=NC=C2)Cl)C(C)C2=C(C(=C(C(=C2)Cl)F)C=2C=NC(=CC2)Cl)OC(C)C